D-mannopyranose pentaacetate C(C)(=O)OC1[C@@H](OC(C)=O)[C@@H](OC(C)=O)[C@H](OC(C)=O)[C@H](O1)COC(C)=O